The molecule is a cholestanoid that is lathosterol in which the double bond at position 7,8 has been oxidised to the corresponding epoxide (the 7alpha,8alpha stereoisomer). It has a role as a human metabolite. It is a cholestanoid, a 3beta-hydroxy steroid and an epoxy steroid. It derives from a 5alpha-cholest-7-en-3beta-ol. C[C@H](CCCC(C)C)[C@H]1CC[C@@H]2[C@@]1(CC[C@H]3[C@]24[C@H](O4)C[C@@H]5[C@@]3(CC[C@@H](C5)O)C)C